Methyl 2-(3-methyl-4'-(trifluoromethyl)-2',3',4',5'-tetrahydro-[1,1'-biphenyl]-2-yl)acetate CC=1C(=C(C=CC1)C=1CCC(CC1)C(F)(F)F)CC(=O)OC